C(C1=CC=CC=C1)(=O)C1=CC(=CC(=C1)C(C1=CC=CC=C1)=O)C(C1=CC=CC=C1)=O 1,3,5-tribenzoyl-benzene